phenyl (4-chloro-2-cyclopropyl-6-(dimethylcarbamoyl) phenyl)carbamate ClC1=CC(=C(C(=C1)C(N(C)C)=O)NC(OC1=CC=CC=C1)=O)C1CC1